C1(CCC1)CN1C=C(C(C(=C1)C1=CC=C(C=C1)C)=O)C(=O)N 1-(cyclobutylmethyl)-4-oxo-5-(p-tolyl)-1,4-dihydropyridine-3-carboxamide